(5-(1-Methyl-4-(trifluoromethyl)-1H-imidazol-2-yl)pyrimidin-2-yl)methanol CN1C(=NC(=C1)C(F)(F)F)C=1C=NC(=NC1)CO